O=C1CC(C(O1)C(=O)N)=O 5-oxooxooxolane-2-carboxamide